1,3-dihydrobenzo[c][1,2]oxaborole B1OCC2=C1C=CC=C2